C[C@H]1CC[C@@H](N(C1)C(=O)OCC=C)C=1C=CC2=C(N=C(S2)C[C@H](C)N)C1 allyl (2R,5S)-5-methyl-2-[2-[(2S)-2-aminopropyl]-1,3-benzothiazol-5-yl]piperidine-1-carboxylate